C1(CC1)C(CN1C(N(C2=NC=C(C=C21)C2=CC(=CC=C2)C(F)(F)F)C(C2=CC=CC=C2)(C2=CC=CC=C2)C2=CC=CC=C2)=O)=O 1-(2-cyclopropyl-2-oxoethyl)-6-(3-(trifluoromethyl)phenyl)-3-trityl-1,3-dihydro-2H-imidazo[4,5-b]pyridin-2-one